C(C)[C@@H]1N(C[C@H](N(C1)C(C)C1=CC=C(C=C1)C(F)(F)F)CC)C1=CC(N(C=2C=CC(=NC12)C#N)C)=O 8-[(2S,5R)-2,5-diethyl-4-(1-[4-(trifluoromethyl)phenyl]ethyl)piperazin-1-yl]-5-methyl-6-oxo-5,6-dihydro-1,5-naphthyridine-2-carbonitrile